N-(cyanomethyl)-4-(7,7-difluoro-2-((2S,3R)-3-hydroxy-2-methylazetidin-1-yl)-6,7-dihydro-5H-cyclopenta[d]pyrimidin-4-yl)benzamide C(#N)CNC(C1=CC=C(C=C1)C=1C2=C(N=C(N1)N1[C@H]([C@@H](C1)O)C)C(CC2)(F)F)=O